C(C)(C)(C)N1CCN(CC1)CC1CCN(CC1)C(=O)OCC1=CC=CC=C1 tert-butyl-4-((1-((Benzyloxy)carbonyl)piperidin-4-yl)methyl)piperazine